C(C=C)(=O)OC(C(C(C(C(C)(F)F)(F)F)(F)F)(F)F)OC(C=C)=O bis(acryloyloxy)-2,2,3,3,4,4,5,5-octafluorohexane